C(=CC)N1CCC(CC1)N1[C@@H](C(N(C=2C=NC(=NC12)NC1=CC(=C(C(=O)NC2CC2)C=C1OCCCO)F)C)=O)CC (R)-4-((8-(1-propenylpiperidin-4-yl)-7-ethyl-5-methyl-6-oxo-5,6,7,8-tetrahydropteridin-2-yl)amino)-N-cyclopropyl-2-fluoro-5-(3-hydroxypropoxy)benzamide